(E)-N'-(cycloheptylmethylene)-6-(4-ethoxyphenyl)pyrazine-2-carbohydrazide C1(CCCCCC1)\C=N\NC(=O)C1=NC(=CN=C1)C1=CC=C(C=C1)OCC